7-chloro-1,2,3,4-tetrahydronaphthalene ClC1=CC=C2CCCCC2=C1